O1COC2=C1C=CC(=C2)N benzo[d][1,3]dioxolane-5-amine